O5-(2-hexyldecyl) O1-[2-[1-(2-sulfanylethyl)-4-piperidyl]ethyl] pentanedioate C(CCCC(=O)OCC(CCCCCCCC)CCCCCC)(=O)OCCC1CCN(CC1)CCS